FC=1C(=NC(=C(C1)F)C=1C=NN(C1)C(CC)C1=CC=C(C=C1)F)C1=CC=2N(C=C1)N=C(N2)N 7-(3,5-difluoro-6-(1-(1-(4-fluorophenyl)propyl)-1H-pyrazol-4-yl)pyridin-2-yl)-[1,2,4]triazolo[1,5-a]pyridin-2-amine